5-cyclopropyl-1-(2-oxo-1,2-dihydrobenzo[cd]indol-6-yl)-1H-pyrazole-4-carboxylic acid C1(CC1)C1=C(C=NN1C=1C=2C3=C(C(NC3=CC1)=O)C=CC2)C(=O)O